CP(O)O methyl-phosphonous acid